NC1=C(C(=O)OC)C=C(C(=C1)Cl)I methyl 2-amino-4-chloro-5-iodobenzoate